2-(ISOQUINOLIN-7-YL)ACETALDEHYDE C1=NC=CC2=CC=C(C=C12)CC=O